octanoyl-Glycine C(CCCCCCC)(=O)NCC(=O)O